3-((S)-1-hydroxy-propan-2-yl)-8-(1-methylpiperidin-3-yl)-6-(6-(trifluoromethyl)pyridin-3-yl)pyrido[3,4-d]pyrimidin-4(3H)-one OC[C@H](C)N1C=NC2=C(C1=O)C=C(N=C2C2CN(CCC2)C)C=2C=NC(=CC2)C(F)(F)F